6-(3-(3-amino-2-methylphenyl)-5-cyano-1H-indol-1-yl)-N-hydroxycaproamide NC=1C(=C(C=CC1)C1=CN(C2=CC=C(C=C12)C#N)CCCCCC(=O)NO)C